C(C)N1CCN(CC1)CC1CCNCC1 1-ethyl-4-(piperidin-4-ylmethyl)piperazine